FC(C=1C=C(C(=O)C=2SC=CC2C(=O)O)C=CC1)(F)F 2-(3-(trifluoromethyl)benzoyl)thiophene-3-carboxylic acid